(R)-1-((4-(difluoromethyl)-2'-ethyl-[2,4'-bipyridin]-5-yl)oxy)-2,4-dimethylpentan-2-amine FC(C1=CC(=NC=C1OC[C@@](CC(C)C)(N)C)C1=CC(=NC=C1)CC)F